ClC=1C=NC(=NC1)N1CCC2(CC(C2)CCCOC2=CC(=C(C=C2)CC(=O)O)F)CC1 2-(4-(3-(7-(5-chloropyrimidin-2-yl)-7-azaspiro[3.5]nonan-2-yl)propoxy)-2-fluorophenyl)acetic acid